ClC1=CC(=C(C=C1F)[C@H](CC1=NC(=NC(=N1)N[C@@H](CO)CC(C)C)NS(=O)(=O)C)C)F |o1:8| N-(4-((S*)-2-(4-Chloro-2,5-difluorophenyl)propyl)-6-(((R)-1-hydroxy-4-methylpentan-2-yl)amino)-1,3,5-triazin-2-yl)methanesulfonamide